COC1=C(C=C(C=C1)N1CC(C1)(C)OC)S(=O)(=O)N 2-methoxy-5-(3-methoxy-3-methylazetidin-1-yl)benzenesulfonamide